ClC=1C=C(C(=NC1)N1C(C(N(C(C1)=O)CC1=CC=C(C=C1)C(F)F)C12CC(C1)(C2)C(=O)N)=O)F 3-(4-(5-chloro-3-fluoropyridin-2-yl)-1-(4-(difluoromethyl)benzyl)-3,6-dioxopiperazin-2-yl)bicyclo[1.1.1]pentane-1-carboxamide